7-Bromo-8-fluoro-2,4-dihydroxy-6-iodoquinoline-3-carboxylic acid ethyl ester C(C)OC(=O)C=1C(=NC2=C(C(=C(C=C2C1O)I)Br)F)O